CN1C(=O)N(C=2N=CN(C2C1=O)C)C 1,3,7-trimethylxanthine